ClC=1C=C(C=C(C1O)Cl)C1=CC(=C(C=C1)OCC1=CC=C(C=C1)Cl)C=C1C(N(C(N(C1=O)C)=O)C)=O 5-((3',5'-dichloro-4-((4-chlorobenzyl)oxy)-4'-hydroxy-[1,1'-biphenyl]-3-yl)-methylene)-1,3-dimethylpyrimidine-2,4,6(1H,3H,5H)-trione